(R)-1-(2-chloropyridin-3-yl)ethyl (4-(5-((R)-2,2-difluorocyclobutane-1-carboxamido)pyridin-2-yl)-1-methyl-1H-1,2,3-triazol-5-yl)carbamate FC1([C@H](CC1)C(=O)NC=1C=CC(=NC1)C=1N=NN(C1NC(O[C@H](C)C=1C(=NC=CC1)Cl)=O)C)F